N-((5-(2-oxa-5-azabicyclo[2.2.1]heptan-5-yl)-2-methoxyphenyl)sulfonyl)-5-(pyridin-2-yl)quinoline-2-carboxamide C12OCC(N(C1)C=1C=CC(=C(C1)S(=O)(=O)NC(=O)C1=NC3=CC=CC(=C3C=C1)C1=NC=CC=C1)OC)C2